5-acetyl-6-methyl-2-oxo-1-phenyl-1,2-dihydropyridine-3-carboxylic acid ethyl ester C(C)OC(=O)C=1C(N(C(=C(C1)C(C)=O)C)C1=CC=CC=C1)=O